4-(3-((((1S,3S)-3-aminocyclohexyl)-methyl)amino)-1-(4-(4-methoxy-4-meth-ylpiperidin-1-yl)-phenyl)-1H-pyrazol-5-yl)-2-fluorobenzonitrile 2,2,2-trifluoro-acetate FC(C(=O)O)(F)F.N[C@@H]1C[C@H](CCC1)CNC1=NN(C(=C1)C1=CC(=C(C#N)C=C1)F)C1=CC=C(C=C1)N1CCC(CC1)(C)OC